tert-butyl 2-(1-hydroxyethyl)-8-methyl-8-(trifluoromethyl)-7,8-dihydro-6H-pyrazolo[1,5-a]pyrrolo[2,3-e]pyrimidine-6-carboxylate OC(C)C1=NN2C(N=CC3=C2C(CN3C(=O)OC(C)(C)C)(C(F)(F)F)C)=C1